tert-butyl 5-[6-[[6-methyl-4-(methylamino)-2-pyridinyl] amino]-1,3-benzodioxol-4-yl]-2,3,4,7-tetrahydroazepine-1-carboxylate CC1=CC(=CC(=N1)NC=1C=C(C2=C(OCO2)C1)C=1CCCN(CC1)C(=O)OC(C)(C)C)NC